1-methyl-9,10-bis(n-heptanyloxy)anthracene CC1=CC=CC2=C(C3=CC=CC=C3C(=C12)OCCCCCCC)OCCCCCCC